NC1=NC=CC=C1N 2,3-diamino-pyridine